O=C1N(CCC(N1)=O)N1C(C2=CC=CC(=C2C1=O)O)=O 2-(2,4-dioxotetrahydropyrimidin-1(2H)-yl)-4-hydroxyisoindoline-1,3-dione